BrC1=CC(=NC=N1)NCC1=NN2C(C(=CC(=C2)C2CC2)N2CCN(CC2)C)=N1 6-bromo-N-((6-cyclopropyl-8-(4-methylpiperazin-1-yl)-[1,2,4]triazolo[1,5-a]pyridin-2-yl)methyl)pyrimidin-4-amine